N-(2-(1H-indol-3-yl)ethyl)-N-methylbutan-2-amine N1C=C(C2=CC=CC=C12)CCN(C(C)CC)C